(S)-methyl 3-(3-(4-chlorobenzyl)-2,6-dioxo-4-(4-(pyrazine-2-oxy) phenyl)-3,6-dihydropyrimidin-1(2H)-yl)-2-methylpropionate ClC1=CC=C(CN2C(N(C(C=C2C2=CC=C(C=C2)OC2=NC=CN=C2)=O)C[C@@H](C(=O)OC)C)=O)C=C1